N-(2-carbamoyl-4-chloro-6-methyl-phenyl)-2-(3-chloro-2-pyridinyl)-5-[[5-[4-(trifluoromethyl)phenyl]tetrazol-1-yl]methyl]pyrazole-3-carboxamide C(N)(=O)C1=C(C(=CC(=C1)Cl)C)NC(=O)C=1N(N=C(C1)CN1N=NN=C1C1=CC=C(C=C1)C(F)(F)F)C1=NC=CC=C1Cl